C(C(C)(C)C)(=O)OCCCCCCCCCC(C)C isododecyl neopentanoate